THIAZOLO[5,4-b]PYRIDINE N1=CSC2=NC=CC=C21